ClC1=C(C=C(C=C1)NC(NC1=CC=C(C(=O)NC=2C=C3C(=NC2)NN=C3)C=C1)=O)C(F)(F)F 4-(3-(4-chloro-3-(trifluoromethyl)phenyl)ureido)-N-(1H-pyrazolo[3,4-b]pyridin-5-yl)benzamide